3,6-dichloro-1-(3-((4-nitro-1-(oxepan-4-yl)-1H-pyrazol-3-yl)oxy)propyl)-1H-pyrazolo[3,4-d]pyrimidine ClC1=NN(C2=NC(=NC=C21)Cl)CCCOC2=NN(C=C2[N+](=O)[O-])C2CCOCCC2